1-(METHYLSULFONYL)-1H-PYRAZOL-4-YLBORONIC ACID CS(=O)(=O)N1N=CC(=C1)B(O)O